C(C)(C)(C)OC(=O)N1CC=2C(=NN3C2C(NC[C@H]3CO[Si](C3=CC=CC=C3)(C3=CC=CC=C3)C(C)(C)C)=O)C[C@H]1C (3R,7S)-7-(((tert-butyldiphenylsilyl)oxy)methyl)-3-methyl-10-oxo-3,4,7,8,9,10-hexahydropyrido[4',3':3,4]Pyrazolo[1,5-a]Pyrazine-2(1H)-carboxylic acid tert-butyl ester